CN1C(=C(C2=C(S1(=O)=O)C=C(S2)Cl)O)C(=O)NC3=CC=CC=N3 The molecule is a thienothiazine-derived monocarboxylic acid amide obtained by formal condensation of the carboxy group of 6-chloro-4-hydroxy-2-methylthieno[2,3-e][1,2]thiazine-3-carboxylic acid 1,1-dioxide with the amino group of 2-aminopyridine. Used for the treatment of pain, primarily resulting from inflammatory diseases of the joints, osteoarthritis, surgery, sciatica and other inflammations. It has a role as a non-steroidal anti-inflammatory drug, a non-narcotic analgesic and an antipyretic. It is a thienothiazine, a member of pyridines, a monocarboxylic acid amide, an organochlorine compound and a heteroaryl hydroxy compound.